CNCCCCCO 5-(methylamino)-1-pentanol